2-((4-(2,3-dichlorophenyl)piperazin-1-yl)(naphthalen-1-yl)methyl)phenol ClC1=C(C=CC=C1Cl)N1CCN(CC1)C(C1=C(C=CC=C1)O)C1=CC=CC2=CC=CC=C12